C1(CC1)C=1C=C(C#N)C=C(C1OC1=C(N=CN(C1=O)CC1=CC=C(C=C1)OC)C(C(F)F)(F)F)C 3-cyclopropyl-4-((1-(4-methoxybenzyl)-6-oxo-4-(1,1,2,2-tetrafluoroethyl)-1,6-dihydropyrimidin-5-yl)oxy)-5-methylbenzonitrile